N[C@H](C(=O)N[C@H]1CC[C@@]2([C@H]3CC[C@@]4([C@H](CC=C4[C@@H]3CC[C@@H]2C1)C=1COC(C1)=O)C)C)C (S)-2-amino-N-((3S,5R,8R,9S,10S,13R,17S)-10,13-dimethyl-17-(5-oxo-2,5-dihydrofuran-3-yl)-2,3,4,5,6,7,8,9,10,11,12,13,16,17-tetradecahydro-1H-cyclopenta[a]phenanthren-3-yl)propanamide